ClC=1C2=C(N(C(N1)=O)C=1C(=NC=CC1C)C(C)C)N=C(C(=C2)F)C=2C(=NC=CC2)SC 4-chloro-6-fluoro-1-(2-isopropyl-4-methylpyridin-3-yl)-7-(2-(methylthio)pyridin-3-yl)pyrido[2,3-d]pyrimidin-2(1H)-one